CC1(C2=CC=CC(=C2OC=2C(=CC=CC12)P(C1=CC=CC=C1)C1=CC=CC2=CC=CC=C12)P(C1=CC=CC=C1)C1=CC=CC2=CC=CC=C12)C (1S,1'S)-(-)-(9,9-dimethyl-9H-xanthen-4,5-diyl)bis(naphthalen-1-yl-(phenyl)phosphine)